1-fluoroheptadecan-9-yl 6-((2-hydroxyethyl)amino)hexanoate OCCNCCCCCC(=O)OC(CCCCCCCCF)CCCCCCCC